1-methyl-7-(trifluoromethyl)-2H-3,1-benzoxazine-2,4(1H)-dione CN1C(OC(C2=C1C=C(C=C2)C(F)(F)F)=O)=O